FC(C1(CC1)C1=NC(=NO1)C(=O)[O-])F.[K+].NCC(CCC1(OCCO1)C)O 1-amino-4-(2-methyl-1,3-dioxolan-2-yl)butan-2-ol potassium 5-(1-(difluoromethyl)cyclopropyl)-1,2,4-oxadiazole-3-carboxylate